N-{2-fluoro-3-[6-oxo-4-(trifluoromethyl)-1,6-dihydropyrimidin-2-yl]-4-(trifluoromethyl)benzyl}isobutyramide FC1=C(CNC(C(C)C)=O)C=CC(=C1C=1NC(C=C(N1)C(F)(F)F)=O)C(F)(F)F